CC1N(C(C1)C)C(=O)NC(C(=O)O)CCN(CCOCC(F)(F)F)CCCCC1=NC=2NCCCC2C=C1 2-[[2,4-dimethylazetidine-1-carbonyl]amino]-4-[4-(5,6,7,8-tetrahydro-1,8-naphthyridin-2-yl)butyl-[2-(2,2,2-trifluoroethoxy)ethyl]amino]butanoic acid